(2s,4r)-1,4-dimethylpyrrolidine-2-carboxylic acid CN1[C@@H](C[C@H](C1)C)C(=O)O